2-((5-(2-(1-amino-3-methylbutan-2-yl)-2,6-diazaspiro[3.4]octan-6-yl)-1,2,4-triazin-6-yl)oxy)-N-ethyl-5-fluoro-N-isopropylbenzamide NCC(C(C)C)N1CC2(C1)CN(CC2)C=2N=CN=NC2OC2=C(C(=O)N(C(C)C)CC)C=C(C=C2)F